5-(4-((3-ethyl-2,4-dioxo-1,2,3,4-tetrahydroquinazolin-7-yl)methyl)piperazin-1-yl)-N,6-dimethylpyridine-2-sulfonamide C(C)N1C(NC2=CC(=CC=C2C1=O)CN1CCN(CC1)C=1C=CC(=NC1C)S(=O)(=O)NC)=O